BrC=1C(=NN(C1NC(=O)N[C@@H]1CN(C[C@H]1C1=CC(=C(C=C1)F)F)CCOC)C1=CC=CC=C1)OCC(C)(C)O 1-(4-bromo-3-(2-hydroxy-2-methylpropyloxy)-1-phenyl-1H-pyrazol-5-yl)-3-((3s,4r)-4-(3,4-difluorophenyl)-1-(2-methoxyethyl)pyrrolidin-3-yl)urea